CN1C(=C(C2=C1N=CN=C2N)C2=CC(=C(C=C2)OC2=CC=CC=C2)C)C#CC2CN(C2)C2CCNCC2 7-methyl-5-(3-methyl-4-phenoxyphenyl)-6-((1-(piperidin-4-yl)azetidin-3-yl)ethynyl)-7H-pyrrolo[2,3-d]pyrimidin-4-amine